C(OC=1C=C(OC2=C(C=CC=C2)[N+](=O)[O-])C=CC1)([2H])([2H])[2H] 2-(3-methoxy-d3-phenoxy)-nitrobenzene